CNCCC1=CNC=N1 e-methylhistamine